2-methoxydibenzo[b,d]furan-3-amine COC1=CC2=C(OC3=C2C=CC=C3)C=C1N